C1(CC1)C1=CC(=C(N(C(=O)N2[C@H](COCC2)C(=O)OC)C(C(=O)O)C=2C=NC=CC2C(F)(F)F)C=C1)F 2-(4-cyclopropyl-2-fluoro-N-[(3R)-3-methoxycarbonylmorpholine-4-carbonyl]anilino)-2-[4-(trifluoromethyl)-3-pyridyl]acetic acid